C1(CCCCC1)COC1=CC(=NC=C1)C1(CCCC1)C(=O)N[C@@H](C)C1=CC=C(C(=O)O)C=C1 4-[(1S)-1-[[1-[4-(cyclohexylmethoxy)-2-pyridinyl]cyclopentanecarbonyl]amino]ethyl]benzoic acid